CC=1C=C2C(C=C(OC2=C(C1)C(C)NC1=C(C(=O)O)C=CC=C1)C1=CC=C(C=C1)N1CC(N(CC1)C)=O)=O [1-[6-methyl-2-[4-(4-methyl-3-oxo-piperazin-1-yl)phenyl]-4-oxo-chromen-8-yl]ethylamino]benzoic acid